7,10-methanocyclodeca[b]azocin-3(4H)-yl 2-acetaminobenzoate N(C(=O)C)C1=C(C(=O)OC2CC=CC3=C(N=C2)C=CC=CC2=CC=C3C2)C=CC=C1